ClC1=C(C(=O)NC2=C3C=NN(C3=CC=C2)C2CCCC2)C=C(C=C1)CNC(C(C)(C)C)=O 2-Chloro-N-(1-cyclopentyl-1H-indazol-4-yl)-5-{[(2,2-dimethylpropanoyl)amino]methyl}benzamide